2-(N-(4-methoxy-6-((4-(propiolamidomethyl)-1H-pyrazol-1-yl)methyl)benzo[d]isoxazol-3-yl)sulfamoyl)benzoic acid COC1=CC(=CC2=C1C(=NO2)NS(=O)(=O)C2=C(C(=O)O)C=CC=C2)CN2N=CC(=C2)CNC(C#C)=O